NCC=1C=C(C=CC1)C=1C=C(C2=C(C(=CO2)COC2=C(C=CC=C2)CC(=O)O)C1)CN1CCC1 2-(2-((5-(3-(aminomethyl)phenyl)-7-(azetidin-1-ylmethyl)benzofuran-3-yl)methoxy)phenyl)acetic acid